5-(4-(hexyloxy)-1,2,5-thiadiazol-3-yl)-1-methyl-1-(1-(octanoyloxy)propyl)-1,2,3,6-tetrahydropyridin-1-ium acetate C(C)(=O)[O-].C(CCCCC)OC=1C(=NSN1)C1=CCC[N+](C1)(C(CC)OC(CCCCCCC)=O)C